trans-1-(2-(2-bromo-6-chloropyridin-4-yl)-5-(hydroxymethyl)piperazin-1-yl)ethan-1-one BrC1=NC(=CC(=C1)[C@@H]1N(C[C@H](NC1)CO)C(C)=O)Cl